4-(2-(Dimethylamino)ethyl) 1-(4-((2-hexyldecanoyl)oxy)butyl) (2S)-2-((6-((2-hexyldecanoyl)oxy)hexanoyl)oxy)succinate C(CCCCC)C(C(=O)OCCCCCC(=O)O[C@H](C(=O)OCCCCOC(C(CCCCCCCC)CCCCCC)=O)CC(=O)OCCN(C)C)CCCCCCCC